ICCOCC(F)F 2-(2-iodoethoxy)-1,1-difluoroethane